N(=[N+]=[N-])NCCCCNCCCN azidospermidine